3-[5-[7-(hydroxymethyl)-2-azaspiro[3.5]nonan-2-yl]-1-oxo-isoindolin-2-yl]piperidine-2,6-dione OCC1CCC2(CN(C2)C=2C=C3CN(C(C3=CC2)=O)C2C(NC(CC2)=O)=O)CC1